C1(=C2N(C=N1)CCC2)C(C(NC=2SC=CN2)=O)N2N=C1C(=C(C=CC1=C2)C=2C=CC(=NC2)N2CCC(CC2)(O)CC(=O)OC(C)(C)C)F tert-butyl 2-[1-[5-[2-[1-(6,7-dihydro-5H-pyrrolo[1,2-c]imidazol-1-yl)-2-oxo-2-(thiazol-2-ylamino)ethyl]-7-fluoro-indazol-6-yl]-2-pyridyl]-4-hydroxy-4-piperidyl]acetate